N-((2R,3S)-1-(3-chloro-6-fluoro-5-isopropylisoquinolin-8-yl)-2-methylazetidine-3-yl)-N-methylmethanesulfonamide ClC=1N=CC2=C(C=C(C(=C2C1)C(C)C)F)N1[C@@H]([C@H](C1)N(S(=O)(=O)C)C)C